(R)-N-(2-aminoethyl)-4-(4-(2,4-dichlorobenzoyl)-2-ethylpiperazin-1-yl)-2'-ethoxy-[1,1'-biphenyl]-3-carboxamide NCCNC(=O)C=1C=C(C=CC1N1[C@@H](CN(CC1)C(C1=C(C=C(C=C1)Cl)Cl)=O)CC)C1=C(C=CC=C1)OCC